9-isobutyl-carbazole C(C(C)C)N1C2=CC=CC=C2C=2C=CC=CC12